6-(3-((2,2'-dimethyl-3'-(5-methyl-4,5,6,7-tetrahydrothiazolo[4,5-c]pyridin-2-yl)-[1,1'-biphenyl]-3-yl)oxy)propyl)-2-oxa-6-azaspiro[3.4]octane CC1=C(C=CC=C1OCCCN1CC2(COC2)CC1)C1=C(C(=CC=C1)C=1SC2=C(CN(CC2)C)N1)C